FC(C(C=CC(C(F)(F)F)(F)F)(F)F)(F)F 1,1,1,2,2,5,5,6,6,6-decafluoro-hex-3-ene